(9H-fluoren-9-yl)methyl (4S)-4-(2-(allyloxy)-2-oxoethyl)-2-methyl-5-oxooxazolidine-3-carboxylate C(C=C)OC(C[C@@H]1N(C(OC1=O)C)C(=O)OCC1C2=CC=CC=C2C=2C=CC=CC12)=O